Methyl (S)-4-(2-((1-(4-bromophenyl)-2,2,2-trifluoroethyl)amino)ethyl)tetrahydro-2H-thiopyran-4-carboxylate 1,1-dioxide BrC1=CC=C(C=C1)[C@@H](C(F)(F)F)NCCC1(CCS(CC1)(=O)=O)C(=O)OC